FC(F)(F)C1=C(N=NN1)C1=NC=CC=C1 (trifluoromethyl)(pyridinyltriazole)